6-(2-methoxyphenyl)-1,2,3,4-tetrahydroisoquinoline COC1=C(C=CC=C1)C=1C=C2CCNCC2=CC1